Cl.N1=C(SC=2N=CN=CC21)N thiazolo[5,4-d]pyrimidin-2-amine hydrochloride